SCSCS(CC)CS 1,3-dimercaptomethyl-1,3-dithiapentane